(3R)-3-amino-5-[(4-chlorophenyl)methyl]-7-(3-cyclopropyl-1,2,4-oxadiazol-5-yl)-8-fluoro-1,1-dioxo-2,3-dihydro-1λ6,5-benzothiazepine-4-one N[C@H]1CS(C2=C(N(C1=O)CC1=CC=C(C=C1)Cl)C=C(C(=C2)F)C2=NC(=NO2)C2CC2)(=O)=O